NCC(COC1=CC=2N(C=C1)C(=CN2)C2=CC(=C(C(=O)NC1CC1)C(=C2)OC)OC(F)F)(F)F 4-[7-(3-amino-2,2-difluoro-propoxy)imidazo[1,2-a]pyridin-3-yl]-N-cyclopropyl-2-(difluoromethoxy)-6-methoxy-benzamide